(Z)-4,7,10-trimethyl-13-(3-(4,7,10-trimethyl-2,5,8,11-tetraoxatetradec-13-en-13-yl)phenyl)-2,5,8,11-tetraoxatetradec-12-ene CC(COC)OCC(OCC(O\C=C(\C)/C1=CC(=CC=C1)C(COC(COC(COC(COC)C)C)C)=C)C)C